2-(5-Fluoroindol-1-yl)ethyl methanesulfonate CS(=O)(=O)OCCN1C=CC2=CC(=CC=C12)F